2-fluoro-2-methyl-N-(9-oxo-2-(trifluoromethyl)-9H-indeno[2,1-d]pyrimidin-7-yl)propionamide FC(C(=O)NC1=CC=2C(C=3N=C(N=CC3C2C=C1)C(F)(F)F)=O)(C)C